1-(3-(6-(difluoromethyl)-3-(4-(trifluoromethyl)phenyl)-1H-pyrazolo[3,4-b]pyridin-1-yl)-azetidin-1-yl)-2-fluoroprop-2-en-1-one FC(C1=CC=C2C(=N1)N(N=C2C2=CC=C(C=C2)C(F)(F)F)C2CN(C2)C(C(=C)F)=O)F